C(=C)C(C1=CC=CC=C1)OC(C1=CC=CC=C1)C=C di(vinylbenzyl) ether